7-cyano-11-cyclopropyl-10-oxo-1,9-diazatricyclo[6.3.1.04,12]dodeca-2,4,6,8(12)-tetraene-2-carboxylic acid ethyl ester C(C)OC(=O)C=1N2C(C(NC=3C(=CC=C(C1)C23)C#N)=O)C2CC2